(S)-1-(4-(4-(4-amino-2-butyl-1H-imidazo[4,5-C]quinolin-1-yl)butylcarbamoyl)-2,6-difluorophenylamino)-1-oxo-5-ureidopentan-2-ylcarbamic acid tert-butyl ester C(C)(C)(C)OC(N[C@H](C(=O)NC1=C(C=C(C=C1F)C(NCCCCN1C(=NC=2C(=NC=3C=CC=CC3C21)N)CCCC)=O)F)CCCNC(=O)N)=O